2,5-diethyl-morpholine-N-oxide C(C)C1C[NH+](C(CO1)CC)[O-]